COC=1C=C2CCN(CC2=CC1NC1=NC=C(C(=N1)NC1=C(C=CC=C1)CC(F)(F)F)C(=O)N)C 2-[(6-methoxy-2-methyl-1,2,3,4-tetrahydroisoquinolin-7-yl)amino]-4-{[2-(2,2,2-trifluoroethyl)phenyl]amino}pyrimidine-5-carboxamide